2-(1-{[(tert-butoxy)carbonyl]amino}cyclobutyl)acetic acid C(C)(C)(C)OC(=O)NC1(CCC1)CC(=O)O